C1CCCCC=CCCC1 cyclodeca-6-ene